3-((2S)-3-(8-(7-chlorobenzo[c][1,2,5]oxadiazol-4-ylsulfonyl)-1-oxa-8-azaspiro[4.5]decan-3-ylamino)-2-hydroxypropoxy)-N,N-dimethylbenzenesulfonamide ClC1=CC=C(C=2C1=NON2)S(=O)(=O)N2CCC1(CC(CO1)NC[C@@H](COC=1C=C(C=CC1)S(=O)(=O)N(C)C)O)CC2